2-iodo-N-[4-(2-oxa-6-azaspiro[3.3]heptan-6-yl)cyclohexyl]-1-(2,2,2-trifluoroethyl)indol-4-amine IC=1N(C=2C=CC=C(C2C1)NC1CCC(CC1)N1CC2(COC2)C1)CC(F)(F)F